3-((1-(2,6-dimethylpyridin-3-yl)-5-methyl-4-nitro-1H-pyrazol-3-yl)oxy)-2-fluoropropan-1-ol CC1=NC(=CC=C1N1N=C(C(=C1C)[N+](=O)[O-])OCC(CO)F)C